C(C)OC(C1=C(C=NC=C1)C=1NC(=CC1[N+](=O)[O-])C(=O)OCC)=O.OC1=C(C=CC(C)=O)C=CC=C1 o-hydroxybenzalacetone ethyl-3-(5-(ethoxycarbonyl)-3-nitro-1H-pyrrol-2-yl)isonicotinate